3-(3-chloro-5',6-dimethyl-2-oxo-4-((1S,2S)-2-(4,4,5,5-tetramethyl-1,3,2-dioxaborolan-2-yl)cyclopropyl)-2H-[1,4'-bipyridin]-2'-yl)-2-fluoro-N,N-dimethylbenzamide ClC=1C(N(C(=CC1[C@@H]1[C@H](C1)B1OC(C(O1)(C)C)(C)C)C)C1=CC(=NC=C1C)C=1C(=C(C(=O)N(C)C)C=CC1)F)=O